5-(methylamino)-2-nitroaniline CNC=1C=CC(=C(N)C1)[N+](=O)[O-]